ClC1=C(C=CC2=C1C(=NCC=1N2C=C(N1)C(=O)N1CC(C1)OC)C1=C(C=CC=C1)F)Cl (7,8-dichloro-6-(2-fluorophenyl)-4H-benzo[f]imidazo[1,2-a][1,4]diazepin-2-yl)(3-methoxyazetidin-1-yl)methanone